N-(2-aminoethyl)-3-aminopropylmethyltriisopropyloxysilane NCCNCCCC(C)(C)O[Si](OC(C)C)(OC(C)C)C